ethyl 3-(2-(benzyloxy)phenyl)-1-methyl-1H-pyrazole-5-carboxylate C(C1=CC=CC=C1)OC1=C(C=CC=C1)C1=NN(C(=C1)C(=O)OCC)C